C(C1=CC=CC=C1)N1CC2=C(N(C(N(C2=O)CC2=CC(=CC=C2)Br)=O)C)CC1 6-Benzyl-3-(3-bromobenzyl)-1-methyl-5,6,7,8-tetrahydropyrido[4,3-d]pyrimidine-2,4(1H,3H)-dione